2-bromo-5-(4-bromo-1,1,1-trifluorobutan-2-yl)pyridine BrC1=NC=C(C=C1)C(C(F)(F)F)CCBr